ClC=1C(=NC(=C(C1)Cl)Cl)OC 3,5,6-trichloro-2-methoxy-pyridine